C(C)(=O)N1C(C(C(C2=CC(=CC=C12)C(=O)[O-])N1N=NC(=C1)COCCOCC#C)C)CC 1-acetyl-2-ethyl-3-methyl-4-(4-((2-(prop-2-yn-1-yloxy)ethoxy)methyl)-1H-1,2,3-triazol-1-yl)-1,2,3,4-tetrahydroquinoline-6-carboxylate